C(C1=CC=CC=C1)OC(NC12CCCC(C1)(C2)NC(COC2=CC(=C(C=C2)Cl)Cl)=O)=O {5-[2-(3,4-dichlorophenoxy)acetylamino]bicyclo[3.1.1]heptan-1-yl}carbamic acid benzyl ester